C1(CCCCC1)NC(CC[C@H]1C2C3CCC=4C(=CC=CC4C3CC[C@@]2(/C(/C1)=N/O)C)F)=O N-Cyclohexyl-3-((13S,15R,E)-4-fluoro-17-(hydroxyimino)-13-methyl-7,8,9,11,12,13,14,15,16,17-decahydro-6H-cyclopenta[a]phenanthren-15-yl)propanamide